(R)-1-((5-(5-(difluoromethyl)-1,3,4-oxadiazole-2-yl)pyridine-2-yl)methyl)-6-fluoro-3-(1-(oxetan-3-yl)piperidine-3-yl)-5-(pyridine-4-yl)-1,3-dihydro-2H-benzo[d]imidazole-2-one FC(C1=NN=C(O1)C=1C=CC(=NC1)CN1C(N(C2=C1C=C(C(=C2)C2=CC=NC=C2)F)[C@H]2CN(CCC2)C2COC2)=O)F